COC1=C(CN2[C@@H](C=3N(CC2)C(=NN3)C=3SC2=C(N3)C=CC(=C2)F)C)C=CC(=C1)OC (R)-2-(7-(2,4-dimethoxybenzyl)-8-methyl-5,6,7,8-tetrahydro-[1,2,4]triazolo[4,3-a]pyrazin-3-yl)-6-fluorobenzo[d]thiazole